N-(3-(2-(tert-butyl)-5-(2-(methylthio)pyrimidin-4-yl)thiazol-4-yl)-2-fluorophenyl)acetamide C(C)(C)(C)C=1SC(=C(N1)C=1C(=C(C=CC1)NC(C)=O)F)C1=NC(=NC=C1)SC